4-(5-((7-fluoro-2-methyl-2H-indazol-5-yl)carbamoyl)-4-propoxypyrimidin-2-yl)piperazine-1-carboxylic acid tert-butyl ester C(C)(C)(C)OC(=O)N1CCN(CC1)C1=NC=C(C(=N1)OCCC)C(NC1=CC2=CN(N=C2C(=C1)F)C)=O